((2R,5S)-5-(4-fluorophenyl)-2-methylpiperazin-1-yl)(1-(trifluoromethyl)cyclopropyl)methanone Palladium [Pd].FC1=CC=C(C=C1)[C@@H]1NC[C@H](N(C1)C(=O)C1(CC1)C(F)(F)F)C